4-((1-(3-amino-5-(trifluoromethyl) phenyl) ethyl) amino)-2,7-dimethyl-8-oxo-7,8-dihydropyrido[3,4-d]pyrimidin-6-ylpiperidine-1-carboxylate NC=1C=C(C=C(C1)C(F)(F)F)C(C)NC=1C2=C(N=C(N1)C)C(N(C(=C2)OC(=O)N2CCCCC2)C)=O